CC1=C(CNC(OC(C)(C)C)=O)C=CC(=C1)C1=NC=NN2C1=CC(=C2)C2=NC=CC=N2 tert-butyl (2-methyl-4-(6-(pyrimidin-2-yl)pyrrolo[2,1-f][1,2,4]triazin-4-yl)benzyl)carbamate